2-chlorophenyl 2,3,4,6-tetra-O-acetyl-β-D-galactopyranoside C(C)(=O)O[C@H]1[C@H](OC2=C(C=CC=C2)Cl)O[C@@H]([C@@H]([C@@H]1OC(C)=O)OC(C)=O)COC(C)=O